CN1N=CC(=C1)CNC(C1=CC=CC=C1)=O N-((1-methyl-1H-pyrazol-4-yl)methyl)benzamide